CC1=CCC2(C(C1)C(C)C)CCCCC2O 3-methyl-5-propan-2-yl-spiro[5.5]undec-2-en-11-ol